N3-(4-methoxyphenyl)-1H-1,2,4-triazole-3,5-diamine COC1=CC=C(C=C1)NC1=NNC(=N1)N